BrC=1C=CC(=C(C(=O)NCC2=CC(=C(C=C2)COC)F)C1)Cl 5-bromo-2-chloro-N-(3-fluoro-4-(methoxymethyl)benzyl)benzamide